1-(tert-butyl) 2-methyl (2R)-4-(((benzyloxy)carbonyl)amino)pyrrolidine-1,2-dicarboxylate C(C1=CC=CC=C1)OC(=O)NC1C[C@@H](N(C1)C(=O)OC(C)(C)C)C(=O)OC